NC1=NC(=CC(=N1)N1CCC2(C[C@H](NC2)C(=O)O)CC1)O[C@@H](C(F)(F)F)C1=C(C=C(C=C1)C1=CC(=CC(=C1)F)F)N1N=C(C=C1)C (S)-8-(2-amino-6-((R)-1-(3',5'-difluoro-3-(3-methyl-1H-pyrazol-1-yl)-[1,1'-biphenyl]-4-yl)-2,2,2-trifluoroethoxy)pyrimidin-4-yl)-2,8-diazaspiro[4.5]decane-3-carboxylic acid